1-((1R,3R,5S)-3-((5-cyclopropyl-3-(2,6-difluorophenyl)isoxazol-4-yl)methoxy)-8-azabicyclo[3.2.1]octane-8-carbonyl)indoline-6-carboxylic acid C1(CC1)C1=C(C(=NO1)C1=C(C=CC=C1F)F)COC1C[C@H]2CC[C@@H](C1)N2C(=O)N2CCC1=CC=C(C=C21)C(=O)O